methyl 3-(difluoromethoxy)-4-((5-((methoxy-carbonyl)amino)-7-((spiro[2.3]hexan-5-ylmethyl)amino)-1H-pyrazolo[4,3-d]pyrimidin-1-yl)methyl)benzoate FC(OC=1C=C(C(=O)OC)C=CC1CN1N=CC=2N=C(N=C(C21)NCC2CC1(CC1)C2)NC(=O)OC)F